(4aS,7S,7aR)-4,7-dimethyl-5,6,7,7a-tetrahydrocyclopenta[c]pyran-1(4aH)-one CC=1[C@@H]2[C@H](C(OC1)=O)[C@H](CC2)C